S1CC=CC=C1 Thiin